C(C1=CC=CC=C1)N1S(CC(C2=C1C=CC(=C2)Cl)=O)(=O)=O 1-benzyl-6-chloro-1H-2,1-benzothiazin-4(3H)-one 2,2-dioxide